C1(CC1)COC1=CC(=C(C=C1)C(S(=O)(=O)C1=CC=C(C)C=C1)[N+]#[C-])F 4-(cyclopropylmethoxy)-2-fluoro-1-(isocyano(tosyl)methyl)benzene